OC[C@@]12CCCN2C[C@@H](C1)OCCC(=O)O 3-(((2R,7aR)-7a-(hydroxymethyl)hexahydro-1H-pyrrolizin-2-yl)oxy)propanoic acid